N,N-dipropylhexadecylamine N-oxide C(CC)[N+](CCC)(CCCCCCCCCCCCCCCC)[O-]